ClC1=C(C=CC=C1)C1=C(C=CC=C1)OCCSCCCCN=C=S 2-chloro-2'-(2-((4-isothiocyanatobutyl)sulfanyl)ethoxy)-1,1'-biphenyl